(3-mercaptopropyl)dimethoxymethyl-silane SCCC[SiH2]C(OC)OC